chromium, vanadium salt [V].[Cr]